Gamma-benzyl-L-glutamic acid C(C1=CC=CC=C1)C(C[C@H](N)C(=O)O)C(=O)O